dimethylbutylmethyl-dimethoxysilane CC(O[Si](OC)(C)CCCC)C